3-pyridineboric acid B(C1=CN=CC=C1)(O)O